(E)-4-(2-chlorophenyl)-2-[1-ethyl-2-(2-carboxybenzylidene)hydrazino]thiazole ClC1=C(C=CC=C1)C=1N=C(SC1)N(/N=C/C1=C(C=CC=C1)C(=O)O)CC